C(C)(=O)C=1OC(=CN1)C1=CC(=C2C=CC=NC2=C1)C1(CC1)C=1C(=C(C(=O)N)C=C(C1)OCC1N(CC1)C)C (1-(7-(2-Acetyloxazol-5-yl)quinolin-5-yl)cyclopropyl)-2-methyl-5-((1-methylazetidin-2-yl)methoxy)benzamide